(2S,3R,4S,5S)-3-(4-ethoxyphenyl)-2,4-dimethyl-4-nitro-5-phenylpyrrolidine-2-carboxylic acid methyl ester COC(=O)[C@]1(N[C@H]([C@]([C@@H]1C1=CC=C(C=C1)OCC)([N+](=O)[O-])C)C1=CC=CC=C1)C